2,2-dimethyl-4-(4-phenyl-1-piperidinyl)piperidine dihydrochloride Cl.Cl.CC1(NCCC(C1)N1CCC(CC1)C1=CC=CC=C1)C